(5-chlorobenzofuran-2-yl)(naphthalen-1-yl)methanone ClC=1C=CC2=C(C=C(O2)C(=O)C2=CC=CC3=CC=CC=C23)C1